BrC1=C(C(=C(CNC2C[C@H]3CC[C@@H](C2)N3C(=O)OC(C)(C)C)C=C1)[N+](=O)[O-])Cl tert-butyl (1R,3s,5S)-3-((4-bromo-3-chloro-2-nitrobenzyl)amino)-8-azabicyclo[3.2.1]octane-8-carboxylate